OCCN(C1=CC=C(C=C1)/C=C/C(=O)C1=CC=C(C=C1)NC(C1=CC=C(C=C1)CCC)=O)C N-[4-[(E)-3-[4-[2-Hydroxyethyl(methyl)amino]phenyl]prop-2-enoyl]phenyl]-4-propylbenzamide